5-(2-Fluoroethoxy)-4,6-dimethoxy-N,N-bis[(4-methoxyphenyl)methyl]pyrimidin-2-amine FCCOC=1C(=NC(=NC1OC)N(CC1=CC=C(C=C1)OC)CC1=CC=C(C=C1)OC)OC